Cl.Cl.COC(C1=CN=C(C(=C1)F)C(C(C)C)N)=O 6-(1-amino-2-methylpropyl)-5-fluoronicotinic acid methyl ester dihydrochloride